BrC=1C(=CC(=C(C1)NC(C)=O)F)C N-(5-bromo-2-fluoro-4-methylphenyl)acetamide